ClC1=CC2=C(OCCN2)C=C1C(=O)OC Methyl 6-chloro-3,4-dihydro-2H-benzo[b][1,4]oxazine-7-carboxylate